C1(=CC=CC=C1)CCNS(=O)(=O)C=1C=CC2=C(C=C(O2)C(=O)O)C1 5-(N-phenylethylsulfamoyl)benzofuran-2-carboxylic acid